CN(C)CC=1C(=C(C=CC1)O)CN(C)C Bis-(dimethylaminomethyl)phenol